(S)-N-(5-(2-amino-[1,2,4]triazolo[1,5-a]pyridin-6-yl)-2-methylpyridin-3-yl)-3-(3-chlorophenyl)isoxazolidine-2-carboxamide NC1=NN2C(C=CC(=C2)C=2C=C(C(=NC2)C)NC(=O)N2OCC[C@H]2C2=CC(=CC=C2)Cl)=N1